6-chloro-N-(5-chloro-1-(2,2-difluoroethyl)-1H-pyrazol-4-yl)-7-(1-(thietan-3-yl)piperidin-4-yl)quinazolin-2-amine ClC=1C=C2C=NC(=NC2=CC1C1CCN(CC1)C1CSC1)NC=1C=NN(C1Cl)CC(F)F